(1-(2-ethylbenzyl)cyclobutyl)methanamine C(C)C1=C(CC2(CCC2)CN)C=CC=C1